2-(2-ethoxyethyl)-7-(1H-pyrazol-1-yl)-2H-pyrazolo[3,4-c]quinolin-4-amine C(C)OCCN1N=C2C(=NC=3C=C(C=CC3C2=C1)N1N=CC=C1)N